P(=O)([O-])(O)O.[K+] MONOKALIUM PHOSPHAT